5-amino-8-(2,6-dimethyl-4-pyridyl)-2-[2-(2-ethylpyrazol-3-yl)ethyl]-7-phenyl-[1,2,4]triazolo[4,3-c]pyrimidin-3-one NC1=NC(=C(C=2N1C(N(N2)CCC=2N(N=CC2)CC)=O)C2=CC(=NC(=C2)C)C)C2=CC=CC=C2